OC=1C=C(C=CC1OC)CCCN[C@@H](CC(=O)O)C(=O)N[C@H](C(=O)OC)CC1=CC=CC=C1 (3S)-3-[3-(3-hydroxy-4-methoxyphenyl)propylamino]-4-[[(2S)-1-methoxy-1-oxo-3-phenylpropan-2-yl]amino]-4-oxobutanoic acid